NC(C(=O)N1CC2=C(CC1)NC(=N2)C2=NNC1=CC(=CC=C21)C2=C(C=C(C=C2)O)CC)CC2OCCO2 2-amino-3-(1,3-dioxolan-2-yl)-1-(2-(6-(2-ethyl-4-hydroxyphenyl)-1H-indazol-3-yl)-1,4,6,7-tetrahydro-5H-imidazo[4,5-c]pyridin-5-yl)propan-1-one